2-[2-(4-cyanophenyl)-2-oxoethyl]-2-hydroxymalonic acid 1,3-diethyl ester C(C)OC(C(C(=O)OCC)(O)CC(=O)C1=CC=C(C=C1)C#N)=O